methyl (R)-3-(9-((4-(((tert-butoxycarbonyl)amino)methyl)-2-methylphenyl)carbamoyl)-5-methyl-4,5-dihydrobenzo[b]thieno[2,3-d]oxepin-8-yl)-6-(propylcarbamoyl)picolinate C(C)(C)(C)OC(=O)NCC1=CC(=C(C=C1)NC(=O)C1=CC2=C(O[C@@H](CC3=C2SC=C3)C)C=C1C=1C(=NC(=CC1)C(NCCC)=O)C(=O)OC)C